C1=C(NC=2C=CC3=C(C12)C=CC=C3)C(O)C3=CC(=CC=C3)OC (3H-Benzo[e]indol-2-yl)-(3-methoxy-phenyl)-methanol